C(CCC)C1C(=NN(C1(C(=O)OC)C)C1=CC=CC=C1)C1=C(C=C(C=C1)Cl)F methyl 4-butyl-3-(4-chloro-2-fluorophenyl)-5-methyl-1-phenyl-4,5-dihydro-1H-pyrazole-5-carboxylate